(S)-3-cyclopropyl-1-((3,3-difluorocyclopentyl)methyl)-N-(2-(methylthio)pyridin-4-yl)-4-(trifluoromethyl)-1H-pyrazole-5-carboxamide C1(CC1)C1=NN(C(=C1C(F)(F)F)C(=O)NC1=CC(=NC=C1)SC)C[C@@H]1CC(CC1)(F)F